2-((5-chloro-2-(trifluoromethyl) phenyl) amino)-2-oxoacetate ClC=1C=CC(=C(C1)NC(C(=O)[O-])=O)C(F)(F)F